[Si](C)(C)(C(C)(C)C)OC[C@@]1([C@H](CC(O1)O)OCOC)C#C (4S,5R)-5-[[tert-butyl(dimethyl)silyl]oxymethyl]-5-ethynyl-4-(methoxymethoxy)tetrahydrofuran-2-ol